4-(3-methoxy-2,6-dimethylphenyl)-1-methyl-pyrrolo[2,3-b]pyridine-6-carbonitrile COC=1C(=C(C(=CC1)C)C1=C2C(=NC(=C1)C#N)N(C=C2)C)C